(6-Amino-2-morpholinylbenzo[d]oxazol-5-yl)methanol methyl-(2R)-3-(3-(6-((1H-pyrazol-3-yl)oxy)-5,5-difluoro-2-methyl-1-(2-methylhydrazineyl)-1-oxohexan-2-yl)phenyl)-2-methylpropanoate CC(C(=O)OCC=1C(=CC2=C(N=C(O2)N2CCOCC2)C1)N)(CC1=CC(=CC=C1)[C@](C(=O)NNC)(CCC(COC1=NNC=C1)(F)F)C)C